C(CCCCC)C1=C(C(=O)O)C(=CC(=C1)O)OC1O[C@@H]([C@H]([C@@H]([C@H]1CO)O)O)O 2-hexyl-4-hydroxy-6-{[(3R,4R,5S,6S)-4,5,6-trihydroxy-3-(hydroxymethyl)oxan-2-yl]oxy}benzoic acid